4-(2'-fluoro-5'-methyl-[1,1'-biphenyl]-2-yl)dibenzo[b,d]furan FC1=C(C=C(C=C1)C)C1=C(C=CC=C1)C1=CC=CC2=C1OC1=C2C=CC=C1